(4-(difluoromethyl)phenyl)methan-d2-ol FC(C1=CC=C(C=C1)C(O)([2H])[2H])F